COC([C@@H](NC(=O)OC(C)(C)C)CC(=O)O)=O N-BOC-L-aspartic acid-1-methyl ester